NC1=C(C2=C(S1)CCC2)C(=O)OC methyl 2-amino-4h,5h,6h-cyclopenta[b]thiophene-3-carboxylate